FC1=C(C=C(C=C1)NC(=O)C1=C(N(C(=C1C)C(C(=O)NC1CCC(CC1)(C(F)(F)F)O)=O)C)C)C N-(4-fluoro-3-methylphenyl)-5-(2-(((1r,4r)-4-hydroxy-4-(trifluoromethyl)cyclohexyl)amino)-2-oxoacetyl)-1,2,4-trimethyl-1H-pyrrole-3-carboxamide